5-(AMINOCARBONYL)-1,1':4',1''-TERPHENYL NC(=O)C=1C=CC=C(C1)C1=CC=C(C=C1)C1=CC=CC=C1